CC=CC=CC=CCCCCCCC tetradeca-2,4,6-triene